CN(CCOC=1C=CC(=C(N)C1)C)C 5-(2-(dimethylamino)ethoxy)-2-methylaniline